Ethyl-2-deoxy-2-trifluoroacetylamino-β-D-galactopyranose C(C)[C@]1(O)[C@@H]([C@@H](O)[C@@H](O)[C@H](O1)CO)NC(C(F)(F)F)=O